6-fluoro-1-(triisopropylsilyl)-1H-indole FC1=CC=C2C=CN(C2=C1)[Si](C(C)C)(C(C)C)C(C)C